ethyl 2-(8-iodo-4-isopropyl-1-oxo-6-(trifluoromethyl)phthalazin-2(1H)-yl)acetate IC=1C=C(C=C2C(=NN(C(C12)=O)CC(=O)OCC)C(C)C)C(F)(F)F